C(C)OC=1C=2N(C=C(N1)C(=O)NC1=CC(=CC=C1)C(F)(F)F)C=C(N2)C21COC(C2)(C1)C 8-Ethoxy-2-(1-methyl-2-oxabicyclo[2.1.1]hexan-4-yl)-N-(3-(trifluoromethyl)phenyl)imidazo[1,2-a]pyrazine-6-carboxamide